BrCC1=CC=C(C=C1)C(C)(C)O 2-(4-(bromomethyl)phenyl)propan-2-ol